ClC1=C(C(=O)N2CCN(CC2)C(C[N+](C)(C)C)=O)C=CC(=C1)NC(=O)C=1N(C(=CN1)C=1C(=NC(=C(C1)F)N(C)C)F)C [2-[4-[2-chloro-4-[[5-[6-(dimethylamino)-2,5-difluoro-3-pyridyl]-1-methyl-imidazole-2-carbonyl]amino]benzoyl]piperazin-1-yl]-2-oxo-ethyl]-trimethyl-ammonium